bis(n-pentyl)amine C(CCCC)NCCCCC